lanthanum tetramethylheptanedione CC(C(C(C(C)(C)C)=O)=O)CCC.[La]